6-iodo-4-methyl-2-((tetrahydrofuran-3-yl)methyl)-7,8-dihydro-4H-pyrazolo[1,5-a][1,3]diazepin-5(6H)-one IC1C(N(C=2N(CC1)N=C(C2)CC2COCC2)C)=O